CC(C)N(C(=O)C1=C(OC=2C(=NC=NC2)N([C@H]2C[C@H](C[C@H]2O)NC(OCC2=CC=CC=C2)=O)C)C=CC(=C1F)F)C(C)C Benzyl {(1R,3S,4R)-3-[(5-{2-[di(propan-2-yl)carbamoyl]-3,4-difluorophenoxy}pyrimidin-4-yl)(methyl)amino]-4-hydroxycyclopentyl}carbamate